(12aR)-8,10-dichloro-9-(2-fluoro-6-hydroxyphenyl)-1,2,3,4,12,12a-hexahydro-6H-pyrazino[2,1-c][1,4]benzooxazepin-7-ol ClC1=C(C(=C2C(CN3[C@@H](CO2)CNCC3)=C1O)Cl)C1=C(C=CC=C1O)F